3,5-dihydroxyl-2,4,6-triiodobenzoic acid OC=1C(=C(C(=O)O)C(=C(C1I)O)I)I